FC1([C@@H](C1)CN1N=C2N(C(N(CC2=C1)C1CCN(CC1)C1=C(C=CC=C1C)F)=O)CC1=C(C=CC=C1)C(F)(F)F)F 2-((S)-2,2-Difluoro-cyclopropylmethyl)-5-[1-(2-fluoro-6-methyl-phenyl)-piperidin-4-yl]-7-(2-trifluoromethyl-benzyl)-2,4,5,7-tetrahydro-pyrazolo[3,4-d]pyrimidin-6-on